BrCC(=O)C1=CC(=NN1CC1=CC=C(C=C1)OC)NC(C1=CC(=C(C=C1)OC)Cl)=O N-[5-(2-bromoacetyl)-1-[(4-methoxyphenyl)methyl]pyrazol-3-yl]-3-chloro-4-methoxy-benzamide